NC1=C(C(=NN1[C@@H]1CN(CC1)C#N)C#CC1=CC(=CC(=C1)OC)OC)C(=O)N (S)-5-amino-1-(1-cyanopyrrolidin-3-yl)-3-((3,5-dimethoxyphenyl)ethynyl)-1H-pyrazole-4-carboxamide